bis(γ-mercaptopropyl-triethoxysilyl-propyl)tetrasulfide SCCCC(CCSSSSCCC([Si](OCC)(OCC)OCC)CCCS)[Si](OCC)(OCC)OCC